C(#N)C1=CC=C(C=C1)NC(=O)C1CC(CCC1C(C)C)C menthanecarboxylic acid-N-(4-cyanophenyl)amide